2-propargyl-1,2,4-triazine-3,5(2H,4H)-dione C(C#C)N1N=CC(NC1=O)=O